[Mg].C(C)(C)(C)C1=C(C(=CC(=C1)C)C(C)(C)C)O 2,6-di-tert-butyl-4-methylphenol magnesium